Ethyl 2'-chloro-6-fluoro-5'-(2-((2-hydroxy-2-methylpropyl)amino)-1-phenylethyl)-5-(2-methoxyethoxy)-[1,1'-biphenyl]-2-carboxylate ClC1=C(C=C(C=C1)C(CNCC(C)(C)O)C1=CC=CC=C1)C=1C(=CC=C(C1F)OCCOC)C(=O)OCC